C(C=C)(=O)N1CC(N(CC1)C1=CC=C(O1)CCC(=O)O)=O 3-(5-(4-propenoyl-2-piperazinone-1-yl)furan-2-yl)propionic acid